CN1N=CC=C1C#CCN1C(C2=CC=CC=C2C1=O)=O 2-[3-(2-methylpyrazol-3-yl)prop-2-ynyl]isoindoline-1,3-dione